ClC1=C2CNC(C2=C(C(=C1Cl)Cl)Cl)=O 4,5,6,7-tetrachloroisoindolinone